CC(C(CN)N)C 3-methylbutane-1,2-diamine